ClCC(=O)N1CC(C2=C1C=C(C=1N2C(N(N1)C1CC(C1)O)=O)CC1=CC=C(C=C1)F)(C)C 6-(2-Chloroacetyl)-4-(4-fluorobenzyl)-2-(3-hydroxycyclobutyl)-8,8-dimethyl-2,6,7,8-tetrahydro-1H-pyrrolo[2,3-e][1,2,4]triazolo[4,3-a]pyridin-1-one